C(C)(C)C1=C(NC2=C1N=C(S2)C2CCC(CC2)NC2COC2)C=2C(=CC=1N(C2)N=CN1)C N-(4-(6-isopropyl-5-(7-methyl-[1,2,4]triazolo[1,5-a]pyridin-6-yl)-4H-pyrrolo[3,2-d]thiazol-2-yl)cyclohexyl)oxetan-3-amine